C(C)(C)(C)C1=CC2=C(C3=CC=CC=C3C(=C2C=C1)OC(=O)CCCCC)OC(=O)CCCCC 2-tert-butyl-9,10-bis(n-pentylcarbonyloxy)anthracene